tert-butyl (4-(methylthio)-1-(octadecylamino)-1-oxobutan-2-yl)carbamate CSCCC(C(=O)NCCCCCCCCCCCCCCCCCC)NC(OC(C)(C)C)=O